dipentaerythritol tris-itaconate C(C(=C)CC(=O)O)(=O)O.C(C(=C)CC(=O)O)(=O)O.C(C(=C)CC(=O)O)(=O)O.OCC(CO)(COCC(CO)(CO)CO)CO